1,4-di-n-butoxynaphthalene C(CCC)OC1=CC=C(C2=CC=CC=C12)OCCCC